4-(bromo(4-fluorophenyl)methyl)benzonitrile BrC(C1=CC=C(C#N)C=C1)C1=CC=C(C=C1)F